(1S,14R,15R)-25-(cyclopropylmethyl)-4,25-diazahexacyclo[13.7.3.01,14.03,12.05,10.017,22]pentacosa-3,5,7,9,11,17(22),18,20-octaen-20-ol C1(CC1)CN1CC[C@]23CC4=NC5=CC=CC=C5C=C4C[C@H]2[C@H]1CC=1C=CC(=CC13)O